3-oxabicyclo[3.1.0]Hexane-6-amine hydrochloride Cl.C12COCC2C1N